6-(2-Methoxyphenyl)-3-(((R)-7-((2S,4R)-4-morpholino-2-phenylpiperidine-1-carbonyl)-7-azaspiro[4.5]decan-10-yl)methyl)pyrimidin-4(3H)-one COC1=C(C=CC=C1)C1=CC(N(C=N1)C[C@@H]1CCN(CC12CCCC2)C(=O)N2[C@@H](C[C@@H](CC2)N2CCOCC2)C2=CC=CC=C2)=O